1-(2-(dimethylamino)ethyl)-1H-imidazole-2-carboxylic acid CN(CCN1C(=NC=C1)C(=O)O)C